C1(CC1)CC=1N(C(=CC1C=1SC=C(N1)C(=O)O)C1=CC(=CC=C1)C#CC1=CN=C(S1)C)CC1=CC(=C(C=C1)S(N)(=O)=O)F 2-(2-(cyclopropylmethyl)-1-(3-fluoro-4-sulfamoylbenzyl)-5-(3-((2-methylthiazol-5-yl)ethynyl)phenyl)-1H-pyrrol-3-yl)thiazole-4-carboxylic acid